C(C)(C)(C)OC(=O)N1CCC(C2=CC=C(C=C12)Br)(SC1=CC=C(C=C1)F)SC1=CC=C(C=C1)F 7-bromo-4,4-di((4-fluorophenyl)thio)-3,4-dihydroquinoline-1(2H)-carboxylic acid tert-butyl ester